3-bromo-2,5-dichloro-4-methyl-pyridine BrC=1C(=NC=C(C1C)Cl)Cl